6-chloro-3-(((1R)-1-(2-cyano-7-methyl-3-(1,2,3,4-tetrahydro-1,4-epiminonaphthalen-9-yl)quinoxalin-5-yl)ethyl)amino)picolinic acid ClC1=CC=C(C(=N1)C(=O)O)N[C@H](C)C1=C2N=C(C(=NC2=CC(=C1)C)C#N)N1C2CCC1C1=CC=CC=C21